CN1CCC(CC1)C=1C=NN(C1)C1=CC=C(C=C1)C1=NN=C(N1C)COC1=CC(=CC=C1)C(F)(F)F 1-methyl-4-{1-[4-(4-methyl-5-{[3-(trifluoromethyl)phenoxy]methyl}-4H-1,2,4-triazol-3-yl)phenyl]-1H-pyrazol-4-yl}piperidine